N1(N=NC=C1)C[C@H]1CN(C(O1)=O)C1=CC(=C(C=C1)N1CCS(CCC1)=O)F (5R)-5-((1H-1,2,3-triazol-1-yl)methyl)-3-(3-fluoro-4-(1-oxo-1,4-thiazepan-4-yl)phenyl)oxazolidin-2-one